ClC1=C(C=CC(=C1)C(F)(F)F)NC(CN1C(=C(C(C=2C1=NC=C(N2)\C=C\OCC)=O)N2CCN(CC2)C(=O)OC(C)(C)C)CC)=O tert-butyl (E)-4-(5-(2-((2-chloro-4-(trifluoromethyl)phenyl)amino)-2-oxoethyl)-2-(2-ethoxyvinyl)-6-ethyl-8-oxo-5,8-dihydropyrido[2,3-b]pyrazin-7-yl)piperazine-1-carboxylate